C1(CC1)C1=C2C(N(CC2=CC=C1C#N)C1C(NC(CC1)=O)=O)=O 4-cyclopropyl-2-(2,6-dioxopiperidin-3-yl)-3-oxoisoindoline-5-carbonitrile